ClC1=C(C=CC=C1F)N1C(C2=C(C3=C1N=C(N=C3)C(F)(F)F)N(C=N2)C)=O 5-(2-chloro-3-fluorophenyl)-1-methyl-7-(trifluoromethyl)-1,5-dihydro-4H-imidazo[4',5':4,5]pyrido[2,3-d]pyrimidin-4-one